O(C#N)C1=CC=C(C=C1)C1=CC(=C(C=C1C(C)C)C(C)C)C1=CC=C(C=C1)OC#N bis(4-cyanatophenyl)-m-diisopropylbenzene